1-cinnamyl-4-oxo-3-(3-(trifluoromethyl)benzyl)-4H-pyrido[1,2-a]pyrimidin-1-ium-2-ol C(C=CC1=CC=CC=C1)[N+]1=C2N(C(C(=C1O)CC1=CC(=CC=C1)C(F)(F)F)=O)C=CC=C2